3-[5-[3-(2-hydroxyethoxy)prop-1-yl-1-yl]-3-methyl-2-oxo-2,3-dihydro-1H-1,3-benzodiazol-1-yl]piperidine-2,6-dione OCCOCCC=C1CC2=C(N(C(N2C)=O)C2C(NC(CC2)=O)=O)C=C1